C(C)N1N=C(C=C1)C=1C=C(C=C(C1)C=1C=NN(C1)C)[C@@H](C)NC(C1=C(C=CC(=C1)C1=CC=NC=C1)C)=O (R)-N-(1-(3-(1-ethyl-1H-pyrazol-3-yl)-5-(1-methyl-1H-pyrazol-4-yl)phenyl)ethyl)-2-methyl-5-(pyridin-4-yl)benzamide